C(C=CCCCCCCCCCCCCCCCC(=O)O)(=O)O nonadecendioic acid